ClC=1C=CC(=C2C=NN(C(C12)=O)C)CC1CC2(CN(C2)C[C@H](CC2=CC(N(C=C2F)CC)=O)C)C1 8-chloro-5-[[2-[(2S)-3-(1-ethyl-5-fluoro-2-oxo-4-pyridyl)-2-methyl-propyl]-2-azaspiro[3.3]heptan-6-yl]methyl]-2-methyl-phthalazin-1-one